COC[C@H]1C[C@]2(CC(CN2C1)=C)CO ((2S,7aS)-2-(methoxymethyl)-6-methylenetetrahydro-1H-pyrrolizin-7a(5H)-yl)-methanol